N1=CC(=C2N1CCCC2)S(=O)(=O)N2CCC(CC2)C=2C(=CC=1N(C2)N=CN1)C(F)(F)F 6-(1-((4,5,6,7-tetrahydropyrazolo[1,5-a]pyridin-3-yl)sulfonyl)piperidin-4-yl)-7-(trifluoromethyl)-[1,2,4]triazolo[1,5-a]pyridine